tert-butyl N-(5-oxo-7,8-dihydro-6H-quinolin-2-yl)carbamate O=C1C=2C=CC(=NC2CCC1)NC(OC(C)(C)C)=O